3-phenylpropyl 2-(3,4-dihydroxyphenyl)acetate OC=1C=C(C=CC1O)CC(=O)OCCCC1=CC=CC=C1